BrC=1C2=C(C=C3C(=C4C(=C5CCC[N+]6=C5C(=C4)CCC6)OC13)C1=C(C=C(C=C1)S(=O)(=O)O)S(=O)(=O)[O-])C=CC=C2 2-(15-bromo-1,2,3,5,6,7-hexahydrobenzo[6,7]chromeno[2,3-f]pyrido[3,2,1-ij]quinolin-4-ium-9-yl)-5-sulfobenzenesulfonate